CP(=O)(C)C1=C2C=CN(C2=CC(=C1OC=1C=C(C#N)C=CC1)F)S(=O)(=O)CC1=CC=CC=C1 3-((4-(Dimethylphosphoryl)-6-fluoro-1-toluenesulfonyl-1H-indol-5-yl)oxy)benzonitrile